C(C)(C)(C)OC(=O)N1C(CC1)C=1C=NC(=CC1)N1CC2(C1)CCCC2 [6-(2-azaspiro[3.4]oct-2-yl)-3-pyridinyl]azetidine-1-carboxylic acid tert-butyl ester